C(C)N(C1CCN(CC1)CC(=O)N1[C@@H](C[C@@H](C1)F)C#N)C=1C=NC2=CC=CC=C2C1 (2S,4S)-1-[2-[4-[ethyl-(3-quinolinyl)amino]-1-piperidinyl]acetyl]-4-fluoro-pyrrolidine-2-carbonitrile